C(C)N1N=CC(=C1)NC1=NN2C(C(=N1)OC=1C=C(C=CC1F)NC(C=C)=O)=CC=C2 N-(3-((2-((1-ethyl-1H-pyrazol-4-yl)amino)pyrrolo[2,1-f][1,2,4]triazin-4-yl)oxy)-4-fluorophenyl)acrylamide